FC(CN1N=CC=2C1=NC(=CN2)N2CC1(CN(C1)C1=NC(=NC=C1C)C(F)(F)F)CC2)F 1-(2,2-difluoroethyl)-6-(2-(5-methyl-2-(trifluoromethyl)pyrimidin-4-yl)-2,6-diazaspiro[3.4]octan-6-yl)-1H-pyrazolo[3,4-b]pyrazine